ClCC[C@H](O)C1=CC(=CC=C1)F (S)-3-chloro-1-(3-fluorophenyl)propan-1-ol